ClC1=C(C=CC=C1C1=NC=CC(=C1Cl)C1=NC(=C(C=C1)CNC[C@@H]1NC(CC1)=O)OC)NC(C1=NC=C(C(=C1)OC)CNCCCO)=O (R)-N-(2-chloro-3-(3'-chloro-6-methoxy-5-((((5-oxopyrrolidin-2-yl)methyl)amino)methyl)-[2,4'-bipyridin]-2'-yl)phenyl)-5-(((3-hydroxypropyl)amino)methyl)-4-methoxypicolinamide